(R)-4-(2-chlorophenyl)-N-(4-hydroxybut-2-yl)quinazoline-2-carboxamide ClC1=C(C=CC=C1)C1=NC(=NC2=CC=CC=C12)C(=O)N[C@H](C)CCO